tert-butyl (1-(2-(2,2,2-trifluoroethoxy)ethyl)-1H-pyrazol-4-yl)carbamate FC(COCCN1N=CC(=C1)NC(OC(C)(C)C)=O)(F)F